C1(=CC=CC=C1)[C@@H]1CCC2=NN(C(N21)=O)C2=CC=C(C=C2)C(C(F)(F)F)(C)C (5S)-5-phenyl-2-[4-(1,1,1-trifluoro-2-methylpropan-2-yl)phenyl]-2,5,6,7-tetrahydro-3H-pyrrolo[2,1-c][1,2,4]triazol-3-one